C(C1=CC=CC=C1)OC(=O)N[C@H](C(=O)O)CO (2S)-2-(benzyloxycarbonylamino)-3-hydroxy-propionic acid